2-[1-(pyridin-2-ylmethyl)-5-cyano-1H-indole-3-carboxamido]Thiazole-5-carboxylic acid ethyl ester C(C)OC(=O)C1=CN=C(S1)NC(=O)C1=CN(C2=CC=C(C=C12)C#N)CC1=NC=CC=C1